NC1=CN=NC2=CC(=CC=C12)C=1C=C(C=CC1OC(F)F)OB(O)O [3-(4-aminocinnolin-7-yl)-4-(difluoromethoxy)phenyl]Boric acid